FC=1C=C(C=CC1F)[C@H]1[C@@H](CN(C1)CCOC)NC(=O)NC1=C(C(=NN1C1=CC=CC=C1)C=1C(=NN(C1)C)C)C 1-((3S,4R)-4-(3,4-difluorophenyl)-1-(2-methoxyethyl)pyrrolidin-3-yl)-3-(1',3',4-trimethyl-1-phenyl-1H,1'H-[3,4'-bipyrazol]-5-yl)urea